ethyl N-(tert-butoxycarbonyl)-N-(2-methoxyethyl)glycinate C(C)(C)(C)OC(=O)N(CC(=O)OCC)CCOC